(R)-(4-((2-(1H-pyrazol-4-yl)ethyl)amino)-5,6-dimethylpyrimidin-2-yl)(2-(pyridin-2-yl)pyrrolidin-1-yl)methanone N1N=CC(=C1)CCNC1=NC(=NC(=C1C)C)C(=O)N1[C@H](CCC1)C1=NC=CC=C1